N1(CCOCC1)CCOC1=CC=C(C=C1)C1=NC=CC2=C1N=C(N=C2)NC2=CC=C(C=C2)N2CCNCC2 8-(4-(2-morpholinylethoxy)phenyl)-N-(4-(piperazin-1-yl)phenyl)pyrido[3,4-d]pyrimidin-2-amine